FC(S(=O)(=O)OC=1N=C(SC1C1=NC(=NC=C1)NC1CCN(CC1)S(=O)(=O)C)C(C)(C)C)(F)F 2-(tert-butyl)-5-(2-((1-(methylsulfonyl)piperidin-4-yl)amino)pyrimidin-4-yl)-thiazol-4-yl trifluoromethanesulfonate